C(C)OC(CN1N=C(C2=C(C1=O)C=C(O2)NCC)C(C)C)=O [2-(ethylamino)-7-isopropyl-4-oxo-furo[2,3-d]pyridazin-5-yl]acetic acid ethyl ester